FC(C(=C(C(F)F)F)F)F 1,1,2,3,4,4-hexafluoro-2-butene